metaperiodate sodium [Na+].I(=O)(=O)(=O)[O-]